CNC1=NC=CC=C1CO (2-(methylamino)pyridin-3-yl)methanol